OC1CCC(CC1)NC=1N=CC2=C(N1)N(C(C=C2)=O)C 2-[(4-hydroxycyclohexyl)amino]-8-methylpyrido[2,3-d]pyrimidin-7(8H)-one